2-((2-(dinonylamino)ethyl)(nonyl)amino)-1-(4-(2-(dinonylamino)ethyl)piperidin-1-yl)ethan-1-one C(CCCCCCCC)N(CCN(CC(=O)N1CCC(CC1)CCN(CCCCCCCCC)CCCCCCCCC)CCCCCCCCC)CCCCCCCCC